C(C1=CC=CC=C1)N=S(=O)(C1=C(N=C2N1C=C(C=C2)C2=NOC(=N2)C(F)(F)F)C)C (benzylimino)(methyl)(2-methyl-6-(5-(trifluoromethyl)-1,2,4-oxadiazol-3-yl)imidazo[1,2-a]pyridin-3-yl)-λ6-sulfanone